2-(6-(2,4-dimethoxypyrimidin-5-yl)-3-methylpyridazin-4-yl)-2-azaspiro[4.4]nonane COC1=NC=C(C(=N1)OC)C1=CC(=C(N=N1)C)N1CC2(CC1)CCCC2